2-chloro-N-methyl-6-(trifluoromethyl)pyridin-4-amine ClC1=NC(=CC(=C1)NC)C(F)(F)F